4-phenoxypyridine-2-carboxamide O(C1=CC=CC=C1)C1=CC(=NC=C1)C(=O)N